BrC1=C(C(=CC=C1)OC)C1OCCO1 2-(2-bromo-6-methoxyphenyl)-1,3-dioxolane